2-[(1S)-1-cyclohexylethoxy]-5-fluoro-N-(2-hydroxy-2-methylpropyl)-4-(3-oxo-5,6,7,8-tetrahydro[1,2,4]triazolo[4,3-a]pyridin-2(3H)-yl)benzamide C1(CCCCC1)[C@H](C)OC1=C(C(=O)NCC(C)(C)O)C=C(C(=C1)N1N=C2N(CCCC2)C1=O)F